COC([C@H](CC1C(NC2(C1)CCN(CC2)C(C)=O)=O)NC(=O)OC(C)(C)C)=O (2S)-3-(8-acetyl-2-oxo-1,8-diazaspiro[4.5]dec-3-yl)-2-((tert-butyloxycarbonyl)amino)propionic acid methyl ester